2,6-dichloro-3-cyano-5-fluoropyridine ClC1=NC(=C(C=C1C#N)F)Cl